3-[4-[4-[2-Benzyloxy-1-(5-fluoro-2-pyridyl)ethoxy]-3-chloro-pyrazolo[1,5-a]pyridin-6-yl]-5-methyl-triazol-1-yl]cyclobutanol C(C1=CC=CC=C1)OCC(OC=1C=2N(C=C(C1)C=1N=NN(C1C)C1CC(C1)O)N=CC2Cl)C2=NC=C(C=C2)F